(Z)-N-(4-(((4-((2-(aminomethyl)-3-fluoroallyl)oxy)phenyl)sulfonyl)methyl)bicyclo[2.2.2]octan-1-yl)pivalamide NC/C(/COC1=CC=C(C=C1)S(=O)(=O)CC12CCC(CC1)(CC2)NC(C(C)(C)C)=O)=C/F